6-Chloro-5-[4-[(7-ethyl-6-oxo-5H-1,5-naphthyridin-3-yl)methyl]piperazin-1-yl]-N-methylpyridin-2-carboxamid ClC1=C(C=CC(=N1)C(=O)NC)N1CCN(CC1)CC=1C=NC=2C=C(C(NC2C1)=O)CC